1-(1-(4-(tert-butyl)benzyl)piperidin-4-yl)-5-methoxy-1H-benzo[d]imidazole C(C)(C)(C)C1=CC=C(CN2CCC(CC2)N2C=NC3=C2C=CC(=C3)OC)C=C1